COC1=CC=2N(C=C1CC(C)O)C=CN2 (7-methoxyimidazo[1,2-a]pyridin-6-yl)propan-2-ol